5-cyclopropyl-1-(isoquinolin-5-yl)-1H-pyrazole-4-carboxylic acid ethyl ester C(C)OC(=O)C=1C=NN(C1C1CC1)C1=C2C=CN=CC2=CC=C1